C(CCC)OOC(CCC(C)(C(C)(C)C)C(C)(C)C)=O n-butyl-4,4-di-tert-butylperoxyvalerate